N-(5-((4-(ethoxymethyl)-4-phenethyl-piperidin-1-yl)methyl)thiophen-2-yl)formamide C(C)OCC1(CCN(CC1)CC1=CC=C(S1)NC=O)CCC1=CC=CC=C1